CO[Si]1(N(CCC1)CCNC(=O)NCCC[Si](OC)(OC)OC)C 2-methoxy-2-methyl-N-(3-trimethoxysilylpropylureidoethyl)-1-aza-2-silacyclopentane